OCC[C@@H](C)N1C(C2=CC=CC=C2C1=O)=O (R)-2-(4-hydroxybut-2-yl)isoindoline-1,3-dione